C(C)(C)(C)OC(=O)N1[C@H](CCC1)\C=C\S(NC(=O)OC(C)(C)C)(=O)=O.S(N)(=O)(=O)/C=C/[C@@H]1N(CCC1)C(=O)OC(C)(C)C tert-butyl (R,E)-2-(2-sulfamoylvinyl)pyrrolidine-1-carboxylate (R,E)-tert-butyl-2-(2-(N-(tert-butoxycarbonyl)sulfamoyl)vinyl)pyrrolidine-1-carboxylate